3,4-dichloropentanol ClC(CCO)C(C)Cl